spiro[indene-2,4'-piperidin]-1(3H)-one N1CCC2(CC1)C(C1=CC=CC=C1C2)=O